C(CCC)C=1OC2=C(N1)C=CC(=C2)OCCC(CN)=CF 4-((2-butylbenzo[d]oxazol-6-yl)oxy)-2-(fluoromethylene)butan-1-amine